6-(4-Chloro-3-fluorophenyl)-4-oxo-3-(propan-2-yl)-4,5-dihydropyrazolo[1,5-a]pyrazine-2-carboxylic acid ClC1=C(C=C(C=C1)C=1NC(C=2N(C1)N=C(C2C(C)C)C(=O)O)=O)F